NCCC[Si](OCC)(OCC)OCC (3-amino-propyl)triethoxysilane